6-[2-(4-cyclobutyl-4-azaspiro[2.5]octan-7-yl)-7-fluoro-indazol-5-yl]-2,8-dimethyl-imidazo[1,2-b]pyridazine C1(CCC1)N1C2(CC2)CC(CC1)N1N=C2C(=CC(=CC2=C1)C=1C=C(C=2N(N1)C=C(N2)C)C)F